methylene furandicarboxylate O1C2=C(C=C1)C(=O)OCOC2=O